C(C1=CC=CC=C1)OC1=C(C=C(C=C1)\C(\C)=N\NC(=O)N)F (E)-2-(1-(4-(Benzyloxy)-3-fluorophenyl)eth-ylidene)hydrazine-1-carboxamide